SCC1=CC=C(C=C1)C(C)(C)C1=CC=C(C=C1)CS 2,2-bis(4-mercaptomethylphenyl)propane